diphenoxyethanesulfonyl-phosphoramide O(C1=CC=CC=C1)C(CS(=O)(=O)NP(=O)(N)N)OC1=CC=CC=C1